iron-aluminum silicon-calcium [Ca].[Si].[Al].[Fe]